1-[(6-fluoro-2-methylpyridin-3-yl)methyl]-1H-1,2,3-triazole-4-carboxylic acid ethyl ester C(C)OC(=O)C=1N=NN(C1)CC=1C(=NC(=CC1)F)C